FC=1C=CC(=NC1)NC1=CC(=C(C=N1)C(CC([2H])([2H])[2H])=O)NC1=C2N([C@H](C=3N(C2=CC=C1)N=C(N3)C)C)C (S)-1-(6-((5-fluoropyridin-2-yl)amino)-4-((2,4,5-trimethyl-4,5-dihydro-[1,2,4]triazolo[1,5-a]quinoxalin-6-yl)amino)pyridin-3-yl)propan-1-one-3,3,3-d3